perfluorobutyl-4-(4-pyridyl)tetralone FC1(C(C2=C(C(=C(C(=C2C(C1(F)F)(C1=C(C(=NC(=C1F)F)F)F)F)F)F)F)F)=O)C(C(C(C(F)(F)F)(F)F)(F)F)(F)F